2-((3-cyano-4,6-bis(trifluoromethyl)pyridin-2-yl)-amino)-N-methyl-N-(1-methyl-1H-benzo[d]imidazol-5-yl)acetamide C(#N)C=1C(=NC(=CC1C(F)(F)F)C(F)(F)F)NCC(=O)N(C1=CC2=C(N(C=N2)C)C=C1)C